(1-(2-(4-(4-Fluoro-2,3-dimethylphenyl)cyclohexyl)ethyl)-1,4,5,6-tetrahydrocyclopenta[c]pyrazol-3-yl)(4-fluoro-4-(hydroxymethyl)piperidin-1-yl)methanon FC1=C(C(=C(C=C1)C1CCC(CC1)CCN1N=C(C2=C1CCC2)C(=O)N2CCC(CC2)(CO)F)C)C